methyl (S)-3-(8-nitro-6-(2-chlorophenyl)-1-((2-(4-methylpiperazin-1-yl)ethyl)thio)-4H-benzo[f][1,2,4]triazolo[4,3-a][1,4]diazepin-4-yl)propionate [N+](=O)([O-])C=1C=CC2=C(C(=N[C@H](C=3N2C(=NN3)SCCN3CCN(CC3)C)CCC(=O)OC)C3=C(C=CC=C3)Cl)C1